(3-Chloro-2-methoxypyridin-4-yl)(3-chloro-5-((R)-1-((R)-1-(4-methoxyphenyl)-ethylamino)-8-azaspiro[4.5]decan-8-yl)pyrazin-2-yl)methanone ClC=1C(=NC=CC1C(=O)C1=NC=C(N=C1Cl)N1CCC2(CCC[C@H]2N[C@H](C)C2=CC=C(C=C2)OC)CC1)OC